C(C)(C)(C)OC(=O)N1C2CN(CC1CC2)C2=CC(=C(C=C2)[N+](=O)[O-])O 3-(3-hydroxy-4-nitrophenyl)-3,8-diazabicyclo[3.2.1]octane-8-carboxylic acid tert-butyl ester